ClC=1C(=NC=C(C1)F)[C@H](C(F)(F)F)NC(=O)C=1C(=C2CN(C(C2=CC1)=O)C1C(NC(CC1)=O)=O)F N-((R)-1-(3-chloro-5-fluoropyridin-2-yl)-2,2,2-trifluoroethyl)-2-(2,6-dioxopiperidin-3-yl)-4-fluoro-1-oxoisoindoline-5-carboxamide